N-(2-hydroxyethyl)hexahydrocyclopenta[c]pyrrole-2(1H)-sulfonamide OCCNS(=O)(=O)N1CC2C(C1)CCC2